FC([C@@H](C1=CC=C(C=C1)F)N1N=CC(=C1)C1=C(C(=CC=C1)B1OC(C(O1)(C)C)(C)C)F)(C)F |r| racemic-1-(2,2-difluoro-1-(4-fluorophenyl)propyl)-4-(2-fluoro-3-(4,4,5,5-tetramethyl-1,3,2-dioxaborolan-2-yl)phenyl)-1H-pyrazole